(S)-3-(1,4-dimethyl-1H-benzo[d][1,2,3]triazol-5-yl)-3-(3-(((R)-7-hydroxy-2-(trifluoromethyl)-2,3-dihydropyrido[2,3-f][1,4]oxazepin-4(5H)-yl)methyl)-4-methylphenyl)propanoic acid CN1N=NC2=C1C=CC(=C2C)[C@@H](CC(=O)O)C2=CC(=C(C=C2)C)CN2C[C@@H](OC1=C(C2)N=C(C=C1)O)C(F)(F)F